1,1-dimethoxy-1,3,3,3-tetramethyldisiloxane CO[Si](O[Si](C)(C)C)(C)OC